5,7-dihydrodibenzo[c,e]oxazepine-3,9-diol C1=CC(=CC=2NOCC3=C(C21)C=CC(=C3)O)O